2-((2-fluoro-5-(3-methyl-1,2,4-oxadiazol-5-yl)phenyl)amino)-1-(4-(prop-1-en-2-yl)indolin-1-yl)ethan-1-one FC1=C(C=C(C=C1)C1=NC(=NO1)C)NCC(=O)N1CCC2=C(C=CC=C12)C(=C)C